FC1(CN(CCC1CC(=O)O)C=1C(=NC(=CC1)C=1N=NN(C1COC1=NC=CC=C1CCC)C)C)F 2-(3,3-difluoro-1-(2-methyl-6-(1-methyl-5-(((3-propylpyridin-2-yl)oxy)methyl)-1H-1,2,3-triazol-4-yl)pyridin-3-yl)piperidin-4-yl)acetic acid